1,3,5-tri(4-pyridin-3-ylphenyl)benzene N1=CC(=CC=C1)C1=CC=C(C=C1)C1=CC(=CC(=C1)C1=CC=C(C=C1)C=1C=NC=CC1)C1=CC=C(C=C1)C=1C=NC=CC1